4-(7-(1H-1,2,3-triazol-4-yl)-9H-fluoren-2-yl)-1H-1,2,3-triazole-5-carboxylic acid 3-morpholinopropyl ester O1CCN(CC1)CCCOC(=O)C1=C(N=NN1)C1=CC=2CC3=CC(=CC=C3C2C=C1)C=1N=NNC1